1-((4-ethoxy-3-(5-methyl-4-oxo-7-propyl-3,4-dihydroimidazo[5,1-f][1,2,4]triazin-2-yl)phenyl)amino)cyclobutane-1-carboxylic acid C(C)OC1=C(C=C(C=C1)NC1(CCC1)C(=O)O)C1=NN2C(C(N1)=O)=C(N=C2CCC)C